O=C1N(C=CC2=CC=C(C=C12)C=1C=NC(=NC1)NC(CCCCC)=O)CCC N-(5-(1-oxo-2-propyl-1,2-dihydroisoquinolin-7-yl)pyrimidin-2-yl)hexanamide